C(C1=CC=CC=C1)OC=1C(=C2CCNC(C2=CC1OC)\C=C\C1=CC2=C(OCO2)C=C1C)Cl 6-benzyloxy-5-Chloro-7-methoxy-1-[(E)-2-(6-methyl-1,3-benzodioxol-5-yl)vinyl]-1,2,3,4-tetrahydroisoquinoline